ClC=1C(=CC(=NC1)OC)C1=CC(=NN1)C(=O)N1CCC(CC1)C(=O)NCC1COCCC1 1-[5-(5-chloro-2-methoxypyridin-4-yl)-1H-pyrazole-3-carbonyl]-N-[(oxan-3-yl)methyl]piperidine-4-carboxamide